[Si](C)(C)(C(C)(C)C)OCC12CC(C1)(C2)C(=O)C2=CC=CC=C2 (3-(((tert-butyldimethylsilyl)oxy)methyl)bicyclo[1.1.1]pentan-1-yl)(phenyl)methanone